N1(NCCC1)C(=O)OC(C)(C)C tert-butyl pyrazolidine-1-carboxylate